ClC=1C(=C(CN2CCC(CC2)(C(=O)O)CC2=NC(=C(C(=C2)C(CC)=O)F)NC2=NNC(=C2)C)C=CC1)F 1-(3-chloro-2-fluorobenzyl)-4-((5-fluoro-6-((5-methyl-1H-pyrazol-3-yl)amino)-4-propionylpyridin-2-yl)methyl)piperidine-4-carboxylic acid